ClC1=CC=C(C=N1)CNC(=O)C1CN(C(C1)=O)C1=CC=C(C=C1)C N-[(6-chloropyridin-3-yl)methyl]-1-(4-methylphenyl)-5-oxopyrrolidine-3-carboxamide